FC(C(=O)[O-])(F)F.C(C)N1C=[N+](C2=C1C=CC=C2)CC 1,3-diethyl-1H-1,3-benzodiazol-3-ium trifluoroacetate